ClC1=CC=C(C=C1)C=1OC(=C(N1)C(=O)NCCN(C)C)C1=CC=CC=C1 (4-chlorophenyl)-N-(2-(dimethylamino)ethyl)-5-phenyloxazole-4-carboxamide